1-hydroxy-2-methyl-2-(E)-butenyl 4-diphosphate C/C(=C\COP(=O)([O-])OP(=O)([O-])[O-])/CO